N1=CN=C(C=C1)N1C[C@@H](CC1)C=O [(3R)-1-pyrimidin-4-ylpyrrolidin-3-yl]methanon